N-Isopropyl-5-(4-(trifluoromethyl)phenyl)-[1,2,4]triazolo[1,5-a]quinoline-8-carboxamide C(C)(C)NC(=O)C1=CC=C2C(=CC=3N(C2=C1)N=CN3)C3=CC=C(C=C3)C(F)(F)F